N-1-phenylcyclopropyl-4-(1,7-diaza-7-spiro[4.4]nonyl)-5-(3,5-difluorophenyl)nicotinamide C1(=CC=CC=C1)C1(CC1)NC(C1=CN=CC(=C1N1CC2(CCCN2)CC1)C1=CC(=CC(=C1)F)F)=O